3,4-Dehydro-β-ionone CC1=C(C(CC=C1)(C)C)/C=C/C(=O)C